CC=1C(C2=CC=CC=C2C(C1[Te]C1=CC=CC=C1)=O)=O 2-Methyl-3-(phenyltelluro)-1,4-naphthoquinone